3-cyano-1-(2,4,6-trimethylbenzyl)pyridinium iodide [I-].C(#N)C=1C=[N+](C=CC1)CC1=C(C=C(C=C1C)C)C